IC1=C(C=C(C=C1)C(=O)O)I 1,2-diiodo-4-carboxybenzene